4-(2-(3,4-dichlorophenyl)thiazol-4-yl)-1H-1,2,3-triazole ClC=1C=C(C=CC1Cl)C=1SC=C(N1)C=1N=NNC1